2,6-di-tert-butyl-4-[2-(2-epoxyethyl)ethyl]phenol C(C)(C)(C)C1=C(C(=CC(=C1)CCC1CO1)C(C)(C)C)O